OCC1=C(C(=CC(=C1)C(F)(F)F)C(F)(F)F)O 2-(hydroxymethyl)-4,6-bis(trifluoromethyl)phenol